(M)-6-Chloro-7-[2-(difluoro-methyl)phenyl]-4-[(2S,5R)-2,5-dimethyl-4-prop-2-enoyl-piperazin-1-yl]-1-(2-isopropyl-4-methyl-3-pyridyl)pyrido[2,3-d]pyrimidin-2-one ClC1=CC2=C(N(C(N=C2N2[C@H](CN([C@@H](C2)C)C(C=C)=O)C)=O)C=2C(=NC=CC2C)C(C)C)N=C1C1=C(C=CC=C1)C(F)F